hydroxymethylenediacetate (hydroxymethylvinylidene diacetate) OCC=C(CC(=O)O)CC(=O)O.OC(CC(=O)O)CC(=O)O